C1(=CC=C(C=C1)C=1N=C(SC1)[C@H](CC1=CC=C(C=C1)NS(=O)(=O)O)NC(C(C)(C)C)=O)C1=CC=CC=C1 (S)-4-(2-(4-(biphenyl-4-yl)thiazol-2-yl)-2-pivaloylaminoethyl)phenylaminosulfonic acid